4-(trifluoromethyl)-N-((6-(5-(trifluoromethyl)-1,2,4-oxadiazol-3-yl)imidazo[1,2-a]pyridin-2-yl)methyl)benzamide FC(C1=CC=C(C(=O)NCC=2N=C3N(C=C(C=C3)C3=NOC(=N3)C(F)(F)F)C2)C=C1)(F)F